CC1(C2=CC(=CC=C2NC=2C=CC(=CC12)C1=CC=C(C(=O)NC)C=C1)CN1CCNCC1)C 4-(9,9-dimethyl-7-(piperazin-1-ylmethyl)-9,10-dihydroacridin-2-yl)-N-methylbenzamide